butyl (3R,4S)-3-{5-[4-amino-5-(trifluoromethyl)pyrrolo[2,1-f][1,2,4]triazin-7-yl]-2-methoxypyridine-3-amido}-4-fluoropyrrolidine-1-carboxylate NC1=NC=NN2C1=C(C=C2C=2C=C(C(=NC2)OC)C(=O)N[C@@H]2CN(C[C@@H]2F)C(=O)OCCCC)C(F)(F)F